C1(CC1)S(=O)(=O)N1CCN(CC1)C(=O)C1=CC=2C(C3=CC=CC=C3C(C2C=C1)=O)=O 2-(4-(cyclopropyl-sulfonyl)piperazine-1-carbonyl)anthracene-9,10-dione